tert-butyl (2R,4S)-4-amino-2-(4-methoxy-4-oxobutyl)pyrrolidine-1-carboxylate N[C@H]1C[C@H](N(C1)C(=O)OC(C)(C)C)CCCC(=O)OC